L-aspartic acid 1-methyl ester COC([C@@H](N)CC(=O)O)=O